BrC=1C=CC=C2C(=C(C(=NC12)C)C(=O)N[C@H]1CCOC2=CC=CC=C12)N(C)C 8-bromo-N-[(4S)-3,4-dihydro-2H-chromen-4-yl]-4-(dimethylamino)-2-methylquinoline-3-carboxamide